fluoromethyl fluorosulfate S(=O)(=O)(OCF)F